4-(3,4,5-Trimethoxyphenyl)-1H-indazole COC=1C=C(C=C(C1OC)OC)C1=C2C=NNC2=CC=C1